C1CC12C1(CC1)C2C=2C(=NN(C2)N2S(C=1C=NC(NCCCCC3CC(N(C4=NC=CC=C4C2=O)C3)(C)C)=CC1)(=O)=O)OC {dispiro[2.0.2.1]heptan-7-yl(methoxy)-1H-pyrazol-1-yl}-12,12-dimethyl-2λ6-thia-3,9,11,19,21-pentaazatetracyclo[18.2.2.111,14.05,10]pentacosa-1(23),5,7,9,20(24),21-hexaene-2,2,4-trione